O1CC(C1)C1=NC=CC=C1 (oxetan-3-yl)pyridin